C(CCCCCCCCCCCCCCCCCCC)(=O)O.[Ca] calcium arachidic acid